6-(4-Chlorophenyl)-2-(5-fluoropyridin-3-yl)-N-[(cis)-4-hydroxytetrahydro-furan-3-yl]-3-oxo-2,3-dihydropyridazine-4-carboxamide ClC1=CC=C(C=C1)C=1C=C(C(N(N1)C=1C=NC=C(C1)F)=O)C(=O)N[C@@H]1COC[C@@H]1O